C(C)OC1=CC=C(C=C1)C1=CN=CC(=N1)C(=O)NC=1NC2=C(C=CC(=C2C1)F)OC 6-(4-ethoxyphenyl)-N-(4-fluoro-7-methoxy-1H-indol-2-yl)pyrazine-2-carboxamide